1-Decyl-3-methylimidazolium-bis(trifluoromethylsulfonyl)imid [N-](S(=O)(=O)C(F)(F)F)S(=O)(=O)C(F)(F)F.C(CCCCCCCCC)N1C=[N+](C=C1)C